2,6-Dimethyloct-1-ene CC(=C)CCCC(CC)C